rac-(3aR,5R,7S,7aR)-5-(2,6-dimethylphenyl)-1,3,3,5,7-pentamethyl-octahydrobenzo[c]isoxazole CC1=C(C(=CC=C1)C)[C@]1(C[C@@H]2[C@H](N(OC2(C)C)C)[C@H](C1)C)C |r|